3-(3,4-dimethoxyphenyl)-6-{4-[4-(propan-2-yl)piperazin-1-yl]phenyl}-1,2-dihydro-quinolin-2-one COC=1C=C(C=CC1OC)C=1C(NC2=CC=C(C=C2C1)C1=CC=C(C=C1)N1CCN(CC1)C(C)C)=O